2-((3-methyl-bicyclo[2.2.1]hept-5-en-2-yl)methyl)naphthalene CC1C(C2C=CC1C2)CC2=CC1=CC=CC=C1C=C2